[C@H]12OCCCN([C@@H]2C1)C=1C2=C(N=C(N1)OC[C@]13CCCN3C[C@@H](C1)F)C(=C(N=C2)C2=CC(=CC1=CC=C(C(=C21)C#C)F)O)F 4-(4-((1S,7r)-2-oxa-6-azabicyclo[5.1.0]oct-6-yl)-8-fluoro-2-(((2r,7as)-2-fluorotetrahydro-1H-pyrrolizin-7A(5H)-yl)methoxy)pyrido[4,3-d]pyrimidin-7-yl)-5-ethynyl-6-fluoronaphthalen-2-ol